NC=1C=CC(=NC1)OCCCN1[C@H](CN(C[C@H]1C)C(=O)[O-])C (3s,5r)-4-(3-((5-aminopyridin-2-yl) oxy) propyl)-3,5-dimethylpiperazine-1-carboxylate